BrC1=CC(=C(C(=O)O)C=C1Cl)OC([2H])([2H])[2H] 4-bromo-5-chloro-2-(methoxy-d3)benzoic acid